Butyl ((3-((1s,4s)-4-((3-methoxy-4-methylphenyl)carbamoyl)cyclohexyl)-5-methyl-2-oxo-1,2,3,4-tetrahydroquinazolin-6-yl)methyl)carbamate COC=1C=C(C=CC1C)NC(=O)C1CCC(CC1)N1C(NC2=CC=C(C(=C2C1)C)CNC(OCCCC)=O)=O